CN1C=C(C=C1C(NC1=CN(C(=C1)C(NCCC)=O)C)=O)NC(=O)CCNC(OC(C)(C)C)=O tert-butyl N-{2-[(1-methyl-5-{[1-methyl-5-(propylcarbamoyl)pyrrol-3-yl]carbamoyl}pyrrol-3-yl)carbamoyl]ethyl}carbamate